rac-(2R,3R,4S,5S)-2-(hydroxymethyl)-5-(4-hydroxy-5H-pyrrolo[3,2-d]pyrimidin-7-yl)pyrrolidine-3,4-diol OC[C@H]1N[C@H]([C@@H]([C@@H]1O)O)C1=CNC2=C1N=CN=C2O |r|